5,7-dihydro-cyclopenta[b]pyridin N1=C2C(=CC=C1)CCC2